tert-Butyl 4-[4-(3-iodo-5-methoxy-imidazo[1,2-a]pyridin-7-yl)-5-methyl-triazol-1-yl]azepane-1-carboxylate IC1=CN=C2N1C(=CC(=C2)C=2N=NN(C2C)C2CCN(CCC2)C(=O)OC(C)(C)C)OC